(7S,10R)-7-isopropyl-10-methyl-3-(2-(methylthio)ethyl)-2,4-dioxaspiro[5.5]undecane C(C)(C)[C@H]1C2(COC(OC2)CCSC)C[C@@H](CC1)C